3-[(5-methoxycarbonyl-2-pyridyl)oxy]benzoic acid COC(=O)C=1C=CC(=NC1)OC=1C=C(C(=O)O)C=CC1